(2-hydroxyethyl)pyridin OCCC1=NC=CC=C1